N-(3-piperidinyl)hydrocinnamamide N1CC(CCC1)NC(CCC1=CC=CC=C1)=O